COC1=NN(C=C1[N+](=O)[O-])C1CCN(CC1)C 4-(3-methoxy-4-nitropyrazol-1-yl)-1-methylpiperidine